C(C)C1=C(C(=CC(=C1)CC)CC)S(=O)(=O)Cl 2,4,6-triethylbenzenesulfonyl chloride